2-hydroxy-2-butylvalerate OC(C(=O)[O-])(CCC)CCCC